2-(3-methylphenyl)-3-(2-phenylethoxy)-4H-1-benzopyran-4-one CC=1C=C(C=CC1)C=1OC2=C(C(C1OCCC1=CC=CC=C1)=O)C=CC=C2